FC([C@H](C)NP(=O)(N)N)(F)F (S)-((S)-1,1,1-trifluoropropan-2-yl)phosphoramide